N1CCC(CC1)N1CCOCC1 4-(4-piperidinyl)-morpholine